(S)-1-Boc-3-aminomethylpyrrolidine C(=O)(OC(C)(C)C)N1C[C@@H](CC1)CN